FC(C(C(C(C(=O)OC(C)C)(F)F)(F)F)(F)F)(F)F isopropyl nonafluorovalerate